CNC1=C(C(=O)N)C=CC=N1 2-(methylamino)nicotinamide